C(CCCCCCCCC)NC1C(CCCC1)N N-decylcyclohexane-1,2-diamine